CN1C(CC(CC1(C)C)OC(C(C(=O)OC1CC(N(C(C1)(C)C)C)(C)C)(CCCC)CC1=CC(=C(C(=C1)C(C)(C)C)O)C(C)(C)C)=O)(C)C bis(1,2,2,6,6-pentamethyl-4-piperidyl)-[[3,5-bis(1,1-dimethylethyl)-4-hydroxyphenyl]methyl]butylmalonate